2-(2'-Fluoro-4-propyl-[1,1':4',1'']terphenyl-4''-yloxy)-ethanol FC1=C(C=CC(=C1)C1=CC=C(C=C1)OCCO)C1=CC=C(C=C1)CCC